FC(CCC=1N=C2N(N1)[C@@H](C[C@@H]2F)C2=CC=CC=C2)F (5S,7S)-2-(3,3-difluoropropyl)-7-fluoro-5-phenyl-6,7-dihydro-5H-pyrrolo[1,2-b][1,2,4]triazole